1-(3-amino-4-isopropoxyphenyl)-2-(2H-1,2,3-triazol-2-yl)ethan-1-one NC=1C=C(C=CC1OC(C)C)C(CN1N=CC=N1)=O